O=C1N(CC2=CC=CC=C12)CC(=O)NC=1SC=CN1 2-(3-oxo-1H-isoindol-2-yl)-N-(1,3-thiazol-2-yl)acetamide